FC=1C=CC(=C(C1)CC(=O)O)NC(C1=CC(=C(C=C1)N1[C@H](CCCC1)C)NC(=O)C1=NN(C2=CC=CC=C12)CC(F)(F)F)=O (S)-2-(5-fluoro-2-(4-(2-methylpiperidin-1-yl)-3-(1-(2,2,2-trifluoroethyl)-1H-indazole-3-carboxamido)benzamido)phenyl)acetic acid